N-(4,6-Bis-n-propylamino-[1,3,5]triazin-2-yl)-N,O-dimethyl-hydroxylamine C(CC)NC1=NC(=NC(=N1)NCCC)N(OC)C